(2-{[6-(2,2-difluoro-2-phenylethoxy)-4,4-difluorohexyl]amino}-1-hydroxyethyl)-2-(hydroxymethyl)phenol FC(COCCC(CCCNCC(O)C=1C(=C(C=CC1)O)CO)(F)F)(C1=CC=CC=C1)F